ClC=1C(=C(C=CC1)O)OC1=C(C=C(C=C1)Cl)Cl chloro-2-(2,4-dichlorophenoxy)phenol